benzyl 4-(benzyloxy)-6-fluoro-2-naphthalenecarboxylate C(C1=CC=CC=C1)OC1=CC(=CC2=CC=C(C=C12)F)C(=O)OCC1=CC=CC=C1